CNC(C1=C(C=CC=C1)SC1=CC=C2C(=NN(C2=C1)C(C)=O)\C=C\C1=NC=CC=C1)=O N-methyl-2-((3-((E)-2-(2-pyridinyl)vinyl)-1-(acetyl)-1H-indazol-6-yl)thio)benzamide